2-(2,6-dioxopiperidin-3-yl)-5-((6-(6-((1r,3r)-3-((5-(5-methyl-5H-pyrido[4,3-b]indol-7-yl)pyridin-2-yl)oxy)cyclobutoxy)pyridin-3-yl)hex-5-yn-1-yl)oxy)isoindoline-1,3-dione O=C1NC(CCC1N1C(C2=CC=C(C=C2C1=O)OCCCCC#CC=1C=NC(=CC1)OC1CC(C1)OC1=NC=C(C=C1)C=1C=CC=2C3=C(N(C2C1)C)C=CN=C3)=O)=O